allylselenium C(C=C)[Se]